[N+](=O)([O-])C1=CC(C(C(=O)O)(C=C1)N)N 4-nitro-1,2-diaminobenzoic acid